C(#N)C=1C=CC=C2C=C(NC12)C(=O)N[C@@H]1CN(CC[C@H]1C1=CC=CC=C1)C(=O)C=1C=2N(C=CC1)C=NC2 7-cyano-N-[(3S,4S)-1-(imidazo[1,5-a]pyridine-8-carbonyl)-4-phenyl-3-piperidyl]-1H-indole-2-carboxamide